Bisphenol Diacrylate C(C=C)(=O)O.C(C=C)(=O)O.C1(=CC=CC=C1)O.C1(=CC=CC=C1)O